C12CN(CC2C1)C1=NC2=C(C=C(C=C2C(N1C)=O)C)C(C)NC1=C(N=NC(=C1)Cl)C(=O)O 4-((1-(2-(3-azabicyclo[3.1.0]hexan-3-yl)-3,6-dimethyl-4-oxo-3,4-dihydroquinazolin-8-yl)ethyl)amino)-6-chloropyridazine-3-carboxylic acid